2-(4-chlorophenyl)-4-phenyl-6-(pyridin-2-yl)pyrimidine ClC1=CC=C(C=C1)C1=NC(=CC(=N1)C1=CC=CC=C1)C1=NC=CC=C1